N-(1-(Chloromethyl)-2-oxo-1,2-dihydropyridin-4-yl)-2-(4-fluoro-2-methoxyphenoxy)-4-(perfluoroethyl)benzamid ClCN1C(C=C(C=C1)NC(C1=C(C=C(C=C1)C(C(F)(F)F)(F)F)OC1=C(C=C(C=C1)F)OC)=O)=O